CN1C(=NN=C1)C[C@H](C)C1=CC(=NC=C1)NC(=O)C1=NC2=CC=CC=C2C=C1 (S)-N-(4-(1-(4-methyl-4H-1,2,4-triazol-3-yl)propan-2-yl)pyridin-2-yl)quinoline-2-carboxamide